N1=CN=C2NC=NC2=C1C=1C(=NC=CC1)NC1=CC=C(C=C1)NC(=O)NC1=CC(=CC=C1)C(F)(F)F 4-[3-(9H-purin-6-yl)pyridin-2-ylamino]phenyl-3-(3-trifluoromethylphenyl)urea